1-(5-iodo-2-pyrimidin-2-yl-1,2,4-triazol-3-yl)ethanamine IC=1N=C(N(N1)C1=NC=CC=N1)C(C)N